CC1=CC=CC(=N1)C1=NC=CC(=N1)NC1=NC(=NC=C1)NC1=CC=C(C=C1)CN1CC(C1)C(=O)O 1-[[4-[[4-[[2-(6-methyl-2-pyridyl)pyrimidin-4-yl]amino]pyrimidin-2-yl]amino]phenyl]methyl]azetidine-3-carboxylic acid